ClC1=C(C=C(C=C1)C1=CC(=NO1)C1=CC(=CC=C1)C(F)(F)F)OC 5-(4-Chloro-3-methoxyphenyl)-3-[3-(trifluoromethyl)phenyl]-isoxazole